C(C)(C)(C)OC(=O)NCC1=CC(=C(C(=C1)C)NC(=O)C1=CC2=C(OCCC3=C2SC=C3)C=C1C=1C(=NC(=CC1)C(=O)N1CCC(CC1)(F)F)C(=O)OC)C methyl 3-(9-((4-(((tert-butoxycarbonyl)amino)methyl)-2,6-dimethylphenyl)carbamoyl)-4,5-dihydrobenzo[b]thieno[2,3-d]oxepin-8-yl)-6-(4,4-difluoropiperidine-1-carbonyl)picolinate